[N+](=O)([O-])C=1C=CC=2N(C3=CC=CC=C3C2C1)CC1=CC=C(CP(OCC)(OCC)=O)C=C1 diethyl (4-((3-nitro-9H-carbazol-9-yl)methyl)benzyl)phosphonate